4-[1-[[(4,5-dichloro-1-methyl-1H-indol-2-yl)carbonyl]amino]-1-methylethyl]-benzoic acid ClC1=C2C=C(N(C2=CC=C1Cl)C)C(=O)NC(C)(C)C1=CC=C(C(=O)O)C=C1